FC(OC1=CC=C(C=C1)S(=O)(=O)N1CC2(C1)CN(CC2)C2CCOCC2)F 2-((4-(Difluoromethoxy)phenyl)sulfonyl)-6-(tetrahydro-2H-pyran-4-yl)-2,6-diazaspiro[3.4]octane